ethyl-3-hydroxypropynate C(C)OC(C#CO)=O